CC1=C(C(=C(C1(C)[Co]C1(C(=C(C(=C1C)C)C)C)C)C)C)C Bis(pentamethylcyclopentadienyl)cobalt (ii)